3-[(1S)-2,2-difluoro-1-hydroxy-7-(trifluoromethylsulfanyl)indan-4-yl]oxy-5-fluoro-benzonitrile FC1([C@H](C2=C(C=CC(=C2C1)OC=1C=C(C#N)C=C(C1)F)SC(F)(F)F)O)F